OC1=CC=C(C=C1)/C=C/C(=O)C1=CC=C(C=C1)OCC1=CC(=C(C(=C1)OC)OC)OC (E)-3-(4-Hydroxyphenyl)-1-[4-[(3,4,5-trimethoxyphenyl)methoxy]phenyl]prop-2-en-1-one